OC=1C(=C(C=CC1C)I)OS(=O)(=O)C1=CC=C(C)C=C1 hydroxy(p-toluenesulfonyloxy)4-methyliodobenzene